BrC1=CC2=C(SC(=C2)CC(C)C)C=C1S 5-bromo-2-isobutylbenzo[b]thiophene-6-thiol